N=1C=NN2C1C=C(C=C2)C=2C=NN(C2)CC(=O)O 2-[4-([1,2,4]triazolo[1,5-a]pyridin-7-yl)pyrazol-1-yl]acetic acid